FC(C1=NN=C(O1)C1=CN=C(S1)CN1C2=C(CCCC1=O)C=CN=C2)F 1-({5-[5-(difluoromethyl)-1,3,4-oxadiazol-2-yl]-1,3-thiazol-2-yl}methyl)-1H,2H,3H,4H,5H-pyrido[3,4-b]azepin-2-one